C(C=C)(=O)NC(C(=O)O)O 2-acrylamido-glycolic acid